4,4-Dichloro-azepane hydrochloride Cl.ClC1(CCNCCC1)Cl